ClC1=CC(=NN1C)[C@@H]1[C@H](C(N(C1)C)=O)C(=O)NC1=C(C(=C(C=C1)F)F)F (3S,4R)-4-(5-chloro-1-methyl-pyrazol-3-yl)-1-methyl-2-oxo-N-(2,3,4-trifluorophenyl)pyrrolidine-3-carboxamide